calcium bisaspartate N[C@@H](CC(=O)[O-])C(=O)[O-].N[C@@H](CC(=O)[O-])C(=O)[O-].[Ca+2].[Ca+2]